(1S,3S)-3-((4-iodo-6-morpholinylpyridin-2-yl)amino)cyclobutan-1-ol IC1=CC(=NC(=C1)N1CCOCC1)NC1CC(C1)O